BrC1=CNC2=NC=C3C(=C21)NC=N3 8-bromo-1,6-dihydroimidazo[4,5-d]pyrrolo[2,3-b]pyridine